tert-butyl (4-bromopyridin-2-yl)(cyclopropylmethyl)carbamate BrC1=CC(=NC=C1)N(C(OC(C)(C)C)=O)CC1CC1